C(C)OC[SiH]1CCCC1 ethoxymethyl-silacyclopentane